CC(C)(C)C1=CC=C(C=C1)C[NH+]2CC[NH+](CC2)C(C3=CC=CC=C3)C4=CC=C(C=C4)Cl The molecule is an ammonium ion that results from the protonation of both of the nitrogens of buclizine. It is a conjugate acid of a buclizine.